C1(CC1)N1CCC(CC1)C1=NC2=CC=C(C=C2C(N1)=O)C1=CC2=C(N=C(O2)C)C(=C1)F 2-(1-cyclopropylpiperidin-4-yl)-6-(4-fluoro-2-methyl-1,3-benzoxazole-6-yl)quinazoline-4(3H)-one